9,10-dihydroanthracene-1,8-diacetate C1(=CC=CC=2CC3=CC=CC(=C3CC12)CC(=O)[O-])CC(=O)[O-]